OCC[NH+](C)CCO bis(β-hydroxyethyl)methylammonium